4-(2-bromo-6-oxo-6,11-dihydro-5H-pyrido[3,2-e]pyrrolo[1,2-a][1,4]diazepin-8-yl)benzonitrile BrC=1C=CC=2NC(C=3N(CC2N1)C=C(C3)C3=CC=C(C#N)C=C3)=O